CNC(C1=CC=C(C=C1)NC1=CC2=C(C=N1)C=C(N2)C2=CC(=NC=C2)C)=O n-methyl-4-(2-(2-methylpyridin-4-yl)-1H-pyrrolo[3,2-c]pyridin-6-ylamino)benzamide